N-[(1,3-dioxolan-2-yl)methyl]dichloroacetamide O1C(OCC1)CNC(C(Cl)Cl)=O